(S)-3-(2-hydroxy-2-methylpropyl)-8-(1H-pyrazol-4-yl)-6-(6-(trifluoromethyl)pyridin-3-yl)pyrido[3,4-d]pyrimidin-4(3H)-one OC(CN1C=NC2=C(C1=O)C=C(N=C2C=2C=NNC2)C=2C=NC(=CC2)C(F)(F)F)(C)C